4-vinylbenzyl-tributylammonium chloride [Cl-].C(=C)C1=CC=C(C[N+](CCCC)(CCCC)CCCC)C=C1